(S)-N-(1-(1-(4-trifluoromethylpyridin-2-yl)-1H-1,2,3-triazol-4-yl)ethyl)-2-(4-(methylsulfonyl)phenyl)thiazole-4-carboxamide FC(C1=CC(=NC=C1)N1N=NC(=C1)[C@H](C)NC(=O)C=1N=C(SC1)C1=CC=C(C=C1)S(=O)(=O)C)(F)F